6-bromo-1-methyl-4-[4-(5-methyl-1,3-benzooxazol-2-yl)piperidin-1-yl]-2-oxo-7-[(oxolan-3-yl)oxy]-1,2-dihydroquinoline-3-carbonitrile BrC=1C=C2C(=C(C(N(C2=CC1OC1COCC1)C)=O)C#N)N1CCC(CC1)C=1OC2=C(N1)C=C(C=C2)C